(S)-N-((R or S)-(5-fluoro-6-(trifluoromethyl)pyridin-2-yl)(4-(trifluoromethoxy)-phenyl)methyl)-2-oxoimidazolidine-4-carboxamide FC=1C=CC(=NC1C(F)(F)F)[C@H](NC(=O)[C@H]1NC(NC1)=O)C1=CC=C(C=C1)OC(F)(F)F |o1:11|